C(CC)C1=NN=C(S1)N1OCC2=C1C=CC=C2 N-(5-propyl-1,3,4-thiadiazol-2-yl)benzo[c]isoxazole